CC1(CC1)NC(O[C@H]1C[C@H](CC1)C1=NN(C(=C1)NC=1C(=NC(=CC1)C(N(C)C)=O)C)C(C)(C)C)=O (1R,3S)-3-(1-(tert-butyl)-5-((6-(dimethylcarbamoyl)-2-methylpyridin-3-yl)amino)-1H-pyrazol-3-yl)cyclopentyl (1-methylcyclopropyl)carbamate